9-cyclohexyl-N-[4-(4-morpholinyl)phenyl]-2-(1-naphthyloxy)-9H-purin-6-amine C1(CCCCC1)N1C2=NC(=NC(=C2N=C1)NC1=CC=C(C=C1)N1CCOCC1)OC1=CC=CC2=CC=CC=C12